CN1CCN(CCN(CCCCC1)C)C 1,4,7-trimethyl-1,4,7-triazacyclododecane